BrC1=CC=C(C=C1)N(C=1C=CC=2N(C3=CC=CC=C3C2C1)C1=CC=CC=C1)C1=CC=CC=C1 N-(4-bromophenyl)-N,9-diphenyl-9H-carbazol-3-amine